O(CC)C(C)O ethoxylethanol